ethyl 3-(3-methoxyphenyl)-2,3-dibromopropionate COC=1C=C(C=CC1)C(C(C(=O)OCC)Br)Br